ytterbium nitrate [N+](=O)([O-])[O-].[Yb+3].[N+](=O)([O-])[O-].[N+](=O)([O-])[O-]